(RS)-2-chloro-N-(1-methylpropan-2-ynyl)acetanilide ClCC(=O)N(C1=CC=CC=C1)[C@@H](C#C)C |r|